4-(1-(4-methoxyphenyl)-2-methyl-1H-imidazo[4,5-c]quinolin-8-yl)phenol COC1=CC=C(C=C1)N1C(=NC=2C=NC=3C=CC(=CC3C21)C2=CC=C(C=C2)O)C